C1(=CC=CC=C1)C(CS(=O)(=O)C=1SC=CC1)=O 1-phenyl-2-(thiophen-2-ylsulfonyl)ethane-1-one